2,6-di-tert-butyl-4-(octadecyloxycarbonylethyl)phenol C(C)(C)(C)C1=C(C(=CC(=C1)CCC(=O)OCCCCCCCCCCCCCCCCCC)C(C)(C)C)O